N-(5-(2-(6-azaspiro[3.4]octan-6-yl)acetamido)-2-methylpyridin-3-yl)-2-(1-methyl-1H-pyrazol-4-yl)-1H-pyrrolo[2,3-b]pyridine-5-carboxamide C1CCC12CN(CC2)CC(=O)NC=2C=C(C(=NC2)C)NC(=O)C=2C=C1C(=NC2)NC(=C1)C=1C=NN(C1)C